O[C@@H]1[C@H](CC1)NC(C1=C(C=C(C=C1OC)C1=CN=C2N1C=CC(=C2)C=2C=NN(C2)C)OC)=O N-[(1S,2S)-2-hydroxycyclobutyl]-2,6-dimethoxy-4-[7-(1-methylpyrazol-4-yl)imidazo[1,2-a]pyridin-3-yl]benzamide